5-((4-(pyrazin-2-yl)phenyl)amino)benzoate N1=C(C=NC=C1)C1=CC=C(C=C1)NC=1C=CC=C(C(=O)[O-])C1